3-cyclopropyl-4-[3-(difluoromethyl)-4-methanesulfonyl-phenyl]-N-methyl-1H-pyrazolo[3,4-c]pyridine-5-carboxamide C1(CC1)C1=NNC2=CN=C(C(=C21)C2=CC(=C(C=C2)S(=O)(=O)C)C(F)F)C(=O)NC